6-methyl-heptyl ether CC(CCCCCOCCCCCC(C)C)C